5-[3-({(1S)-1-[(1S,3R)-3-amino-2,2-dimethylcyclobutyl]ethyl}amino)-5-fluoro-4-(trifluoromethyl)phenyl]-1,3,4-oxadiazol-2(3H)-one N[C@H]1C([C@H](C1)[C@H](C)NC=1C=C(C=C(C1C(F)(F)F)F)C1=NNC(O1)=O)(C)C